3-(chloromethyl)-5-methoxy-1-tetrahydropyran-2-yl-4-(trifluoromethyl)pyrazole ClCC1=NN(C(=C1C(F)(F)F)OC)C1OCCCC1